Pyridin-5-yl acetate C(C)(=O)OC=1C=CC=NC1